BrC=1C=2N(C(NN1)=S)C=CC2 1-Bromopyrrolo[1,2-d][1,2,4]triazine-4(3H)-thione